[1-[2-aminoethyl-(cyclopropyl)amino]ethyl]-4-fluoro-thiophene-3-carbonitrile TFA salt OC(=O)C(F)(F)F.NCCN(C(C)C=1SC=C(C1C#N)F)C1CC1